C(C)(C)(C)OC(C1=CN=CC=C1)=O nicotinic acid tert-butyl ester